2,6-Dichloro-4-iodopyridine ClC1=NC(=CC(=C1)I)Cl